C(C=C)C=1C2=C(C=NC1C1CC1)C(=C(N2C2=C1C=NN(C1=CC=C2C)C2OCCCC2)N)C(=O)N 7-allyl-2-amino-6-cyclopropyl-1-(5-methyl-1-tetrahydropyran-2-yl-indazol-4-yl)pyrrolo[3,2-c]pyridine-3-carboxamide